4-[2-(2-methylpyrimidin-5-yl)oxyethyl-[4-(5,6,7,8-tetrahydro-1,8-naphthyridin-2-yl)butyl]amino]-2-[(2-phenylacetyl)amino]butanoic acid CC1=NC=C(C=N1)OCCN(CCC(C(=O)O)NC(CC1=CC=CC=C1)=O)CCCCC1=NC=2NCCCC2C=C1